NC1=NN2C(C=C(C=C2)C=2C=C(C(=NC2)C)C(=O)NCC2=C(C=CC(=C2)C(F)(F)F)Cl)=N1 5-{2-amino-[1,2,4]triazolo[1,5-a]pyridin-7-yl}-N-{[2-chloro-5-(trifluoromethyl)phenyl]methyl}-2-methyl-pyridine-3-carboxamide